(5-(2-(3,4-dimethoxyphenyl)-3-isopropyl-1H-indol-5-yl)-1,3,4-oxadiazol-2-yl)(4-(pyrazin-2-yl)piperazin-1-yl)methanone COC=1C=C(C=CC1OC)C=1NC2=CC=C(C=C2C1C(C)C)C1=NN=C(O1)C(=O)N1CCN(CC1)C1=NC=CN=C1